COC=1C=C2[C@]3(C(NC2=CC1)=O)[C@@H](C3)C3=CC=C1C(=NNC1=C3)NC3=NC(=CC=C3OC)C=3OC=CN3 (1R,2S)-5'-methoxy-2-(3-{[3-methoxy-6-(1,3-oxazol-2-yl)pyridin-2-yl]amino}-1H-indazol-6-yl)spiro[cyclopropane-1,3'-indol]-2'(1'H)-one